CC1=C(C=CC(=C1)C1=C(C(=O)O)C=CC(=C1OC)OC(=O)OCCCCOC(C=C)=O)C1=C(C(=O)O)C=CC(=C1OC)OC(=O)OCCCCOC(C=C)=O.BrC/1=CC(=NN(\C1=N/S(=O)(=O)C1=CC=C(C=C1)C)CC(=O)N)Cl 2-[(6Z)-5-bromo-3-chloro-6-[(4-methylbenzenesulfonyl)imino]pyridazin-1-yl]acetamide 2-methylbenzene-1,4-diyl-bis[4-({[4-(acryloyloxy)butoxy]carbonyl}oxy)-3-methoxy-benzoate]